C(C)(C)(C)OC(=O)N1CC(C1)CC#CCOC1=C(C(=CC(=C1)C(N)=O)[N+](=O)[O-])Cl 3-(4-(5-carbamoyl-2-chloro-3-nitrophenoxy)but-2-yn-1-yl)azetidine-1-carboxylic acid tert-butyl ester